C(C1=CC=CC=C1)OCC1=NN(C(N1CC)=O)C1=CC(=C(C(=O)OC(C=CC)C)C=C1F)I Methylbut-2-en-1-yl 4-(3-((benzyloxy)methyl)-4-ethyl-5-oxo-4,5-dihydro-1H-1,2,4-triazol-1-yl)-5-fluoro-2-iodobenzoate